tert-butyl-4-(3-amino-1H-pyrrolo[3,2-b]pyridin-5-yl)piperazine-1-carboxylate C(C)(C)(C)OC(=O)N1CCN(CC1)C1=CC=C2C(=N1)C(=CN2)N